(4-(2-bromoethoxy)-1-carbonylisoindolin-2-yl)piperidine-2,6-dione BrCCOC1=C2CN(C(C2=CC=C1)=C=O)N1C(CCCC1=O)=O